C[C@@H]1N2N=CC(C3=NNC=4C=CC(OC[C@@H](OCCOC1)C)=CC34)=C2 (6S,12S)-6,12-dimethyl-8,11,14-trioxa-4,5,19,20-tetraazatetracyclo[13.5.2.12,5.018,21]tricosa-1(20),2(23),3,15(22),16,18(21)-hexaene